(R)-N-(2,4-dimethoxybenzyl)-4-(3-(dimethylamino)-3-(3-(trifluoromethyl)phenethyl)piperidin-1-yl)-2-fluoro-N-(pyrimidin-4-yl)benzenesulfonamide COC1=C(CN(S(=O)(=O)C2=C(C=C(C=C2)N2C[C@](CCC2)(CCC2=CC(=CC=C2)C(F)(F)F)N(C)C)F)C2=NC=NC=C2)C=CC(=C1)OC